CC1=CC(=CN=N1)N1C[C@H]2CC[C@@H](C1)C2N (1R,5S,8S)-3-(6-methylpyridazin-4-yl)-3-azabicyclo[3.2.1]octan-8-amine